tert-butyl 4-benzyl-3-(hydroxymethyl)piperazine-1-carboxylate C(C1=CC=CC=C1)N1C(CN(CC1)C(=O)OC(C)(C)C)CO